methyl 4-(5-(3-(bis(tert-butoxycarbonyl)amino)-6-bromo-pyrazin-2-yl)isoxazol-3-yl)benzoate C(C)(C)(C)OC(=O)N(C=1C(=NC(=CN1)Br)C1=CC(=NO1)C1=CC=C(C(=O)OC)C=C1)C(=O)OC(C)(C)C